N-(3-(1,1-difluoroethyl)phenyl)-2-(4-(difluoromethoxy)phenyl)pyrimidine FC(C)(F)C=1C=C(C=CC1)N1C(N=CC=C1)C1=CC=C(C=C1)OC(F)F